C(C1=CC=CC=C1)N1C(C(CCC1=O)C1=CC=C(OCC(=O)NCCCCCNC(C[C@H]2C=3N(C4=C(C(=N2)C2=CC=C(C=C2)Cl)C(=C(S4)C)C)C(=NN3)C)=O)C=C1)=O 2-(4-(1-Benzyl-2,6-dioxopiperidin-3-yl)phenoxy)-N-(5-(2-((S)-4-(4-chlorophenyl)-2,3,9-trimethyl-6H-thieno[3,2-f][1,2,4]triazolo[4,3-a][1,4]diazepin-6-yl)acetamido)pentyl)acetamide